BrC=1C(=NN2C1COCC2)C2=CC=C(C=C2)F 3-bromo-2-(4-fluorophenyl)-4H,6H,7H-pyrazolo[3,2-c][1,4]oxazine